9-([1,1'-biphenyl]-2-yl)-2-chloro-5-phenyl-9H-fluoren-9-ol C1(=C(C=CC=C1)C1(C2=CC=CC(=C2C=2C=CC(=CC12)Cl)C1=CC=CC=C1)O)C1=CC=CC=C1